calcium trisulfide hydrate O.[S-]S[S-].[Ca+2]